2,N6-bis(4-t-butylphenyl)naphthalene-d6-2,6-diamine C(C)(C)(C)C1=CC=C(C=C1)C1(C(C2=C(C(=C(C(=C2C(=C1[2H])[2H])[2H])NC1=CC=C(C=C1)C(C)(C)C)[2H])[2H])[2H])N